DIALLYL-DIMETHYL-ammonium chloride [Cl-].C(C=C)[N+](C)(C)CC=C